OC(CCCC1=CC=CC=C1)=N hydroxy-imino-(4-phenyl)-butane